N5-Cyclopropyl-3-(1H-indol-4-yl)-N7-methyl-2,3-dihydrobenzofuran-5,7-dicarboxamid C1(CC1)NC(=O)C=1C=C(C2=C(C(CO2)C2=C3C=CNC3=CC=C2)C1)C(=O)NC